C1CC12N(CCC2)CCNC(=O)C=2C=C(C(=NC2)C)NC(=O)C=2C=NN1C2SC(=C1)C1=C2N(N=C1)CCC2 N-(5-((2-(4-azaspiro[2.4]heptan-4-yl)ethyl)carbamoyl)-2-methylpyridin-3-yl)-2-(5,6-dihydro-4H-pyrrolo[1,2-b]pyrazol-3-yl)pyrazolo[5,1-b]thiazole-7-carboxamide